2-[[4-[2-[(5-cyano-3-fluoro-2-thienyl)methoxy]pyrimidin-4-yl]-2,5-difluoro-phenyl]methyl]-3-[(3S)-4,4-dimethyltetrahydrofuran-3-yl]benzimidazole-5-carboxylic acid C(#N)C1=CC(=C(S1)COC1=NC=CC(=N1)C1=CC(=C(C=C1F)CC=1N(C2=C(N1)C=CC(=C2)C(=O)O)[C@@H]2COCC2(C)C)F)F